N,N',N'-Tetramethylethylenediamine CC(C)(CN)N(C)C